BrC=1C(N(C(=CC1OCC1=C(C=C(C=C1)F)F)CO)C1=C(C=CC=C1F)F)=O 3-bromo-4-[(2,4-difluorobenzyl)oxy]-1-(2,6-difluorophenyl)-6-(hydroxymethyl)pyridin-2(1H)-one